(((ethylthio)carbonyl)thio)pentanoic acid C(C)SC(=O)SC(C(=O)O)CCC